ClC1=CC=C(N=N1)C(C#N)C1=C(C=CC=C1F)F 2-(6-chloropyridazin-3-yl)-2-(2,6-difluorophenyl)acetonitrile